2-Amino-4-(3-((3S,4R)-3-(dimethylamino)-4-(hydroxymethyl)pyrrolidin-1-yl)-5-fluoro-7,9-dihydrofuro[3,4-f]quinazolin-6-yl)-7-fluorothieno[3,2-c]pyridine-3-carbonitrile NC1=C(C=2C(=NC=C(C2S1)F)C=1C2=C(C=3C=NC(=NC3C1F)N1C[C@H]([C@@H](C1)CO)N(C)C)COC2)C#N